tert-butyl (3R)-3-[5-(7-fluoro-2-methylindazol-5-yl) thieno[2,3-c]pyrazol-2-yl]pyrrolidine-1-carboxylate FC1=CC(=CC2=CN(N=C12)C)C1=CC=2C(=NN(C2)[C@H]2CN(CC2)C(=O)OC(C)(C)C)S1